N[C@H](C(=O)O)[C@@H](C)C1=CC=CC2=CC=CC=C12 (2S,3S)-2-amino-3-(naphthalen-1-yl)butanoic acid